C(C1=CC=CC=C1)N1[C@@H](COCC1)CCOC (R)-4-benzyl-3-(2-methoxyethyl)morpholine